2-[[2-(3,4-Dimethoxyphenyl)ethyl]amino]-1-(1H-indol-3-yl)-2-phenylethanon COC=1C=C(C=CC1OC)CCNC(C(=O)C1=CNC2=CC=CC=C12)C1=CC=CC=C1